2,6-difluoro-4-(4,4,5,5-tetramethyl-1,3,2-dioxaborolan-2-yl)Phenol FC1=C(C(=CC(=C1)B1OC(C(O1)(C)C)(C)C)F)O